BrP(C1=CC=CC=C1)(C1=CC=CC=C1)(C1=CC=CC=C1)C(C1=NC=CC(=C1)Cl)(F)F 2-((bromotriphenyl-λ5-phosphaneyl)difluoromethyl)-4-chloropyridine